C(CC)N1CCC(CC1)C(=O)OCC(COC(CC12CC3CC(CC(C1)C3)C2)=O)COC(CCCCCCC\C=C/C\C=C/CCCCC)=O 3-(2-((3r,5r,7r)-adamantan-1-yl)acetoxy)-2-((((9Z,12Z)-octadeca-9,12-dienoyl)oxy)methyl)propyl 1-propylpiperidine-4-carboxylate